P(O)(O)(=S)O[C@H]1[C@H]([C@@H](O[C@@H]1CO)N1C(=O)N=C(N)C=C1)OC O-methylcytidine-3'-phosphorothioate